[C@H]12C(C[C@@H](CC1)O2)N |r| racemic-(1R*,3S*,4R*)-7-oxabicyclo[2.2.1]heptan-2-amine